C1(CC1)C1=CC=2N(C=C1C=1CCN(CC1)C(=O)OC(C)(C)C)N=CN2 tert-Butyl 4-(7-cyclopropyl-[1,2,4]triazolo[1,5-a]pyridin-6-yl)-3,6-dihydropyridine-1(2H)-carboxylate